C(=O)(O)C=1C=C(C=C(C(=O)OC(C)C)C#N)C=CC1 isopropyl 3-carboxy-α-cyanocinnamate